N1=C(C=CC=C1)O 2-pyridol